OC1=CC=C(C=C1)CC[Si](OC)(OC)OC 2-(4-hydroxyphenyl)ethyltrimethoxysilane